C[C@@H]1CN(C[C@@H](O1)C)C(=O)C1CCN(CC1)NC1=CC=CC=C1 {4-[(2R,6S)-2,6-dimethylmorpholine-4-carbonyl]piperidin-1-yl}aniline